N-(2-chloro-3-(7-chloro-2,4-dioxa-1,2-dihydropteridine-3(4H)-yl)phenyl)pyridine-2-carboxamide ClC1=C(C=CC=C1N1ONC2=NC(=CN=C2O1)Cl)NC(=O)C1=NC=CC=C1